o-hydroxybenzylideneacetone OC1=C(C=CC(C)=O)C=CC=C1